C(C)C1=CC=C(OC2=NC(=NC(=C2)C(F)(F)F)SCC(=O)NC(NC2=CC=C(C=C2)CC)=O)C=C1 ((4-(4-ethylphenoxy)-6-(trifluoromethyl)pyrimidin-2-yl)thio)-N-((4-ethylphenyl)carbamoyl)acetamide